O=C1NC(CCC1N1C(C2=CC=CC(=C2C1=O)OC[C@H](CNC(OC(C)(C)C)=O)C)=O)=O tert-butyl N-[(2S)-3-[[2-(2,6-dioxopiperidin-3-yl)-1,3-dioxoisoindol-4-yl]oxy]-2-methylpropyl]carbamate